ClC1=CC(=C2C=NN(C2=C1)C1OCCCC1)F 6-chloro-4-fluoro-1-(oxan-2-yl)-1H-indazole